C1(CCC1)CN[C@H]1CN(CCC1)C1=NC=C(C=C1)CN1N=NC(=C1)C1=C2C=NNC2=CC(=C1)OC (3R)-N-(cyclobutylmethyl)-1-[5-[[4-(6-methoxy-1H-indazol-4-yl)triazol-1-yl]methyl]-2-pyridyl]piperidin-3-amine